ClC1=NC(=C(C(=N1)NCC1=CC=C(C=C1)C=1N(C=C(N1)C(F)(F)F)C)NC)Cl 2,6-dichloro-N5-methyl-N4-(4-(1-methyl-4-(trifluoromethyl)-1H-imidazol-2-yl)benzyl)pyrimidine-4,5-diamine